CC1=C(C=C(C(=C1)OC(CCCCCCCCCCCCCC)=S)C(C)(C)C)SC1=C(C=C(C(=C1)C(C)(C)C)OC(CCCCCCCCCCCCCC)=S)C bis[2-methyl-4-(3-laurylthiopropionyl oxy)-5-tert-butylphenyl] sulfide